p-(dibutylamino)phenylacetylene C(CCC)N(C1=CC=C(C=C1)C#C)CCCC